(4-(ethanesulfonyl)phenyl)methylamine C(C)S(=O)(=O)C1=CC=C(C=C1)CN